NC1=C(C=2C(=NC=C(C2S1)F)C=1C2=C(C=3C=NC(=NC3C1F)N1C[C@H](CC1)OCCN(C)C)COC2)C#N 2-Amino-4-(3-((S)-3-(2-(dimethylamino)ethoxy)pyrrolidin-1-yl)-5-fluoro-7,9-dihydrofuro[3,4-f]quinazolin-6-yl)-7-fluorothieno[3,2-c]pyridine-3-carbonitrile